{[4-(1,3-oxazol-4-yl)phenyl]methyl}pyrimidin-4-amine O1C=NC(=C1)C1=CC=C(C=C1)CC1=NC=CC(=N1)N